2-[(5-Amino-4-chloro-1-phenyl-1H-pyrazol-3-yl)oxy]propionic acid methyl ester COC(C(C)OC1=NN(C(=C1Cl)N)C1=CC=CC=C1)=O